(R or S)-2-[1-methanesulfonamido-3-{[(CIS)-4-phenylcyclohexyl]oxy} propan-2-yl]-4,6-dimethylpyridin-1-ium-1-olate CS(=O)(=O)NC[C@@H](CO[C@@H]1CC[C@@H](CC1)C1=CC=CC=C1)C1=[N+](C(=CC(=C1)C)C)[O-] |o1:6|